CS(=O)(=O)OCC1CCN(CC1)C1=CC=CC=C1 (1-phenylpiperidin-4-yl)methyl methanesulfonate